3-ethyl-2H-thiete 1,1-dioxide C(C)C=1CS(C1)(=O)=O